7-(1-anthryl)dibenzo[C,G]carbazole C1(=CC=CC2=CC3=CC=CC=C3C=C12)N1C=2C=CC3=C(C2C=2C4=C(C=CC12)C=CC=C4)C=CC=C3